FC1=CC=C(C=2C3=C(NC12)CCN[C@@H]3C)F |r| (R/S)-6,9-Difluoro-1-methyl-2,3,4,5-tetrahydro-1H-pyrido[4,3-b]indole